N6-(2-oxoacetyl)lysine O=CC(=O)NCCCC[C@H](N)C(=O)O